3-(6-chloro-5-(3'-ethoxy-2'-hydroxy-[1,1'-biphenyl]-4-yl)-1H-indazol-3-yl)propanoic acid ClC1=C(C=C2C(=NNC2=C1)CCC(=O)O)C1=CC=C(C=C1)C1=C(C(=CC=C1)OCC)O